(S)-2-(3-(2-(2-(4-(4-chlorophenyl)-2,3,9-trimethyl-6H-thieno[3,2-f][1,2,4]triazolo[4,3-a][1,4]diazepin-6-yl)acetamido)ethoxy)propanamido)-N-(4,5-dimethylthiazol-2-yl)benzamide ClC1=CC=C(C=C1)C1=N[C@H](C=2N(C3=C1C(=C(S3)C)C)C(=NN2)C)CC(=O)NCCOCCC(=O)NC2=C(C(=O)NC=3SC(=C(N3)C)C)C=CC=C2